methyl 2-[1-[3,6-dimethyl-2-(2-oxa-8-azaspiro[3.5]nonan-8-yl)-4-oxo-quinazolin-8-yl]ethylamino]benzoate CN1C(=NC2=C(C=C(C=C2C1=O)C)C(C)NC1=C(C(=O)OC)C=CC=C1)N1CCCC2(COC2)C1